The molecule is an aralkylamino compound that is indole substituted at position 3 by an aminomethyl group. It has a role as a metabolite. It is an aminoalkylindole and an aralkylamino compound. It is a conjugate base of an indol-3-ylmethylamine(1+). C1=CC=C2C(=C1)C(=CN2)CN